methyl 4-(4-(benzofuran-7-yl) thiophen-2-yl)-4-oxobutanoate O1C=CC2=C1C(=CC=C2)C=2C=C(SC2)C(CCC(=O)OC)=O